CC=1C=NC=C(C1Br)C 3,5-dimethyl-4-bromopyridine